(4-Chloro-2-fluorophenyl)-3-(3-chlorophenyl)-5-neopentyl-1-((tetrahydro-2H-pyran-4-yl)methyl)pyrrolidine-2-carboxylic acid ClC1=CC(=C(C=C1)C1(N(C(CC1C1=CC(=CC=C1)Cl)CC(C)(C)C)CC1CCOCC1)C(=O)O)F